FC1C(NC2=C(C=CC=C2C1)F)=O 3,8-difluoro-3,4-dihydro-quinolin-2(1H)-one